N-(3-(3-isopropyl-2-(8-methoxy-[1,2,4]triazolo[1,5-a]pyridin-6-yl)-1H-indol-5-yl)cyclobutyl)oxetan-3-amine C(C)(C)C1=C(NC2=CC=C(C=C12)C1CC(C1)NC1COC1)C=1C=C(C=2N(C1)N=CN2)OC